ClC1=CC(=C(C=C1F)NC=1N(C2=NC(=NC=C2N1)NC1CCOCC1)C1CCC(CC1)C(=O)N)F (1s,4s)-4-(8-(4-chloro-2,5-difluorophenylamino)-2-(tetrahydro-2H-pyran-4-ylamino)-9H-purin-9-yl)cyclohexanecarboxamide